CC(C#CC1=CC=C(OC2=C(N=NN2)C(=O)O)C=C1)C 5-(4-(3-methylbut-1-ynyl)phenoxy)-1H-1,2,3-triazole-4-carboxylic acid